The molecule is riboflavin in which the nitrogen at position 5 is replaced by CH and the methyl groups at positions 7 and 8 are substituted by hydrogen and hydroxy, respectively. It has a role as a prosthetic group. It derives from a riboflavin. It is a conjugate acid of a 7,8-didemethyl-8-hydroxy-5-deazariboflavin(1-). C1=CC(=O)C=C2C1=CC3=C(N2C[C@@H]([C@@H]([C@@H](CO)O)O)O)NC(=O)NC3=O